C(C)(C)(C)[S@@](=O)N |o1:4| R or S-tert-butylsulfinamide